ethyl tricosanate C(CCCCCCCCCCCCCCCCCCCCCC)(=O)OCC